BrC=1C(=C(C=C(C1)C(C)(C)C)C12CC3CC(CC(C1)C3)C2)OCOC 1-(3-Bromo-5-(tert-butyl)-2-(methoxymethoxy)phenyl)adamantane